N-((S)-1-(2',6'-difluoro-[1,1'-biphenyl]-4-yl)ethyl)-4-hydroxypyrrolidine-2-carboxamide FC1=C(C(=CC=C1)F)C1=CC=C(C=C1)[C@H](C)NC(=O)C1NCC(C1)O